(±)-(E)-5-((4-(4-aminobut-2-en-2-yl)-3-((methylsulfinyl)methyl)phenyl)amino)-7-(cyclopropylamino)pyrazolo[1,5-a]pyrimidine-3-carbonitrile monotrifluoroacetic acid salt FC(C(=O)O)(F)F.NC/C=C(\C)/C1=C(C=C(C=C1)NC1=NC=2N(C(=C1)NC1CC1)N=CC2C#N)C[S@](=O)C |r|